Deoxy-2'-fluoro-5-ethynyluridine F[C@H]1[C@@H](O[C@@H]([C@H]1O)CO)N1C(=O)NC(=O)C(=C1)C#C